C(CCCCCCCCCCC)(=O)OCCCCCCCCCCCCCCCCCCCCCCCCCCCCCC(=O)O 30-dodecanoyloxy-triacontanoic acid